2-chloro-4-((2-(trifluoromethyl)-5-fluorobenzyl)amino)pyrimidin-5-carboxamide ClC1=NC=C(C(=N1)NCC1=C(C=CC(=C1)F)C(F)(F)F)C(=O)N